COC([C@@H](C)NC(=O)[C@H]1N2C3=C(C=CC=C3C1)CC[C@@H](C2=O)NC([C@H](C(C)C)NC(C)=O)=O)=O (R)-2-{[(2S,5S)-5-((S)-2-Acetylamino-3-methyl-butyrylamino)-4-oxo-1,2,4,5,6,7-hexahydro-azepino[3,2,1-hi]indole-2-carbonyl]-amino}-propionic acid methyl ester